2-(4-(4,4,5,5-tetramethyl-1,3,2-dioxaborolan-2-yl)benzyl)-2-azaspiro[3.3]Heptane CC1(OB(OC1(C)C)C1=CC=C(CN2CC3(C2)CCC3)C=C1)C